1-(3-chloro-4-(trifluoromethyl)phenyl)-N-hydroxycyclopropane-1-carboximidamide ClC=1C=C(C=CC1C(F)(F)F)C1(CC1)C(NO)=N